tert-butyl 4-(6-(4-fluorophenyl)-4-(1-methyl-1H-pyrazol-3-yl)pyridin-3-yl)-2-(hydroxymethyl)pyrrolidine-1-carboxylate FC1=CC=C(C=C1)C1=CC(=C(C=N1)C1CC(N(C1)C(=O)OC(C)(C)C)CO)C1=NN(C=C1)C